(S)-2-(5-(ethoxycarbonyl)-4-(4-((4-ethylpyridin-2-yl)carbamoyl)phenyl)-1H-imidazol-2-yl)azepane-1-carboxylic acid tert-butyl ester C(C)(C)(C)OC(=O)N1[C@@H](CCCCC1)C=1NC(=C(N1)C1=CC=C(C=C1)C(NC1=NC=CC(=C1)CC)=O)C(=O)OCC